N-(1-(7-(8-ethynyl-7-fluoronaphthalen-1-yl)-8-(methoxy-d3)-2-((tetrahydro-1H-pyrrolizin-7a(5H)-yl)methoxy)pyrido[4,3-d]pyrimidin-4-yl)-4-hydroxy-4-methylazepan-3-yl)-N-methylacrylamide C(#C)C=1C(=CC=C2C=CC=C(C12)C1=C(C=2N=C(N=C(C2C=N1)N1CC(C(CCC1)(C)O)N(C(C=C)=O)C)OCC12CCCN2CCC1)OC([2H])([2H])[2H])F